[Pb].[Sc].[W] tungsten-scandium-lead